OC1=C(OC2=CC=CC=C2C1=O)C1=CC=C(C=C1)C 3-hydroxy-2-(p-tolyl)-4H-chromen-4-one